(2Z)-2,6-heptadiene-4-ynal C(\C=C/C#CC=C)=O